C(CCCCCCCCCCCCCCCCCCCC)OC(C1=CC=C(C=C1)O)=O.CS(=O)(=O)C(C)OC(C([N+](O)(O)[O-])([N+](O)(O)[O-])CC1=CC=CC=C1NC1=CC=CC=C1)=O.S1C(=NC2=C1C=CC=C2)SC2=CC(=C(C=C2F)C2=C(C(=O)N)C=CC=C2)C (4-(benzo[d]thiazol-2-ylsulfanyl)-5-fluoro-2-methylphenyl)benzamide (1-methylsulfonylethyl)anilinebenzyl-diazonoacetate heneicosyl-p-hydroxybenzoate